3-cyclohexylpropanoate C1(CCCCC1)CCC(=O)[O-]